FC1=C(C=CC(=C1F)OC)C1=CN=C2N1C=CN=C2NC2=CC(=C(C(=O)NCCOCCOCCNC(OC(C)(C)C)=O)C=C2)CC tert-butyl (2-(2-(2-(4-((3-(2,3-difluoro-4-methoxyphenyl)imidazo[1,2-a]pyrazin-8-yl)amino)-2-ethylbenzamido)ethoxy)ethoxy)ethyl)carbamate